O(C#N)C1=CC=C(C=C1)SC1=CC=C(C=C1)OC#N di(4-cyanatophenyl)thioether